C[C@H]1[C@@H](C[C@H]([C@@H](O1)OCCCCCCCCCCCCCC(=O)O)O)O The molecule is an omega-hydroxy fatty acid ascaroside obtained by formal condensation of the alcoholic hydroxy group of 14-hydroxytetradecanoic acid (14-hydroxymyristic acid) with ascarylopyranose (the alpha anomer). It is a metabolite of the nematode Caenorhabditis elegans. It has a role as a Caenorhabditis elegans metabolite. It is a monocarboxylic acid and an omega-hydroxy fatty acid ascaroside. It derives from a 14-hydroxymyristic acid. It is a conjugate acid of an oscr#24(1-).